7-methoxy-N-methyl-N-(piperidin-4-yl)quinolin-3-amine hydrochloride Cl.COC1=CC=C2C=C(C=NC2=C1)N(C1CCNCC1)C